CP(OC1=C(C=CC=C1)C)([O-])=O (2-methylphenyl) methylphosphonate